nickel-copper-chromium [Cr].[Cu].[Ni]